((2S)-1-(((2S)-4-(ethylamino)-3-hydroxy-4-oxo-1-((S)-2-oxopyrrolidin-3-yl)butan-2-yl)amino)-1-oxohexan-2-yl)carbamic acid C(C)NC(C([C@H](C[C@H]1C(NCC1)=O)NC([C@H](CCCC)NC(O)=O)=O)O)=O